2-hexyl-1-decaneol methyl-4-(4-chloro-N-(2,2,2-trifluoroethyl)benzamido)-2-methylbenzoate CC=1C(=C(C(=O)OCC(CCCCCCCC)CCCCCC)C=CC1N(C(C1=CC=C(C=C1)Cl)=O)CC(F)(F)F)C